BrC1=CC(=C(C(=C1)F)[C@H]1N([C@@H](CC2=CC(=CC=C12)O)C)C1=CC=C(C=C1)F)F (1S,3R)-1-(4-bromo-2,6-difluorophenyl)-2-(4-fluorophenyl)-3-methyl-1,2,3,4-tetrahydroisoquinolin-6-ol